BrC1=C(C=2C(C(C3=CC=CC=C3C2C=C1)=O)=O)Br dibromophenanthrene-9,10-dione